6,6-Dimethyl-3-(2-methyloctan-2-yl)-7,8,9,10,11,11a-hexahydro-6aH-cyclohepta[c]chromen-1-ol CC1(OC=2C=C(C=C(C2C2C1CCCCC2)O)C(C)(CCCCCC)C)C